CC1=C2C(=NN(C2=CC(=C1)C)CC(C(=O)OCC(F)(F)F)(C)C)C1=CC=CC=C1 2,2,2-Trifluoroethyl 3-(4,6-dimethyl-3-phenyl-1H-indazol-1-yl)-2,2-dimethylpropanoate